(1S,2S)-2-(4-(4-(4-(5-((S)-1-Amino-1-(4-fluorophenyl)ethyl)pyrimidin-2-yl)piperazin-1-yl)pyrrolo[2,1-f][1,2,4]triazin-6-yl)-1H-pyrazol-1-yl)cyclobutanol N[C@@](C)(C1=CC=C(C=C1)F)C=1C=NC(=NC1)N1CCN(CC1)C1=NC=NN2C1=CC(=C2)C=2C=NN(C2)[C@@H]2[C@H](CC2)O